(1S,3S,5S)-5-methyl-N-((4-(5-oxo-4,5-dihydro-1,2,4-oxadiazol-3-yl)thiophen-2-yl)-methyl)-2-((4-phenoxybenzoyl)glycyl)-2-azabicyclo[3.1.0]hexane-3-carboxamide C[C@@]12C[C@H](N([C@H]2C1)C(CNC(C1=CC=C(C=C1)OC1=CC=CC=C1)=O)=O)C(=O)NCC=1SC=C(C1)C1=NOC(N1)=O